[Na].ON1C(CCC1=O)=S N-hydroxythiosuccinimide sodium salt